O[Si](C1=NC(=NC(=N1)N)CCC)(O)O 6-trihydroxysilyl-propyl-amino-1,3,5-triazine